Ethyl 2-(3-chlorophenyl)cyclopropane-1-sulfonate ClC=1C=C(C=CC1)C1C(C1)S(=O)(=O)OCC